sodium [bis(trimethylsilyl)amide] C[Si](C)(C)[N-][Si](C)(C)C.[Na+]